C1=CC=C(C=2OC3=C(C21)C=CC=C3)C3=NC=C(C(=C3)C3=C(C=C(C=C3C)C)C)F 2-(dibenzo[b,d]furan-4-yl)-5-fluoro-4-mesitylpyridine